5-[3-fluoro-1-(2-methoxyethyl)-3-piperidinyl]-1,3,4-oxadiazole FC1(CN(CCC1)CCOC)C1=NN=CO1